C1(C(CC(CC1)C(C)(C)O)O)(C)O P-menthane-1,2,8-triol